5-(2,3-difluoro-4-methoxyphenyl)-N-(4-(4-(3-(dimethylamino)propionyl)piperazine-1-carbonyl)-3-methylphenyl)-1-methyl-1H-imidazole-2-carboxamide FC1=C(C=CC(=C1F)OC)C1=CN=C(N1C)C(=O)NC1=CC(=C(C=C1)C(=O)N1CCN(CC1)C(CCN(C)C)=O)C